ClC1=NC=C(C(=N1)NCC1=CC(=C(C=C1)N1N=C(C=C1C)C(F)(F)F)F)I 2-Chloro-N-(3-fluoro-4-(5-methyl-3-(trifluoromethyl)-1H-pyrazol-1-yl)benzyl)-5-iodopyrimidin-4-amine